CC1=CC=C(C=2N1N=CC2)N2N=CC(=C2C(F)(F)F)C(=O)NC2=CC(=NC=C2)C(F)(F)F 1-(7-Methylpyrazolo[1,5-a]pyridin-4-yl)-5-(trifluoromethyl)-N-(2-(trifluoromethyl)pyridin-4-yl)-1H-pyrazol-4-carboxamid